N,N'-dipalmitoyl-butanediamine diacetic acid C(C)(=O)O.C(C)(=O)O.C(CCCCCCCCCCCCCCC)(=O)NC(CCC)NC(CCCCCCCCCCCCCCC)=O